BrC1=C(C=CC2=C1OCCCC2=O)OC 9-bromo-8-methoxy-3,4-dihydrobenzo[b]oxepin-5(2H)-one